N-[4-[(6,7-Dimethoxy-1,5-naphthyridin-4-yl)oxy]-3-fluorophenyl]-1-(5-fluoro-6-methylpyridin-2-yl)-6-methyl-2-oxopyridine-3-carboxamide hydrochloride Cl.COC=1N=C2C(=CC=NC2=CC1OC)OC1=C(C=C(C=C1)NC(=O)C=1C(N(C(=CC1)C)C1=NC(=C(C=C1)F)C)=O)F